methyl (S)-3-(allyloxy)-4-nitro-5-((oxetan-2-ylmethyl)amino)benzoate C(C=C)OC=1C=C(C(=O)OC)C=C(C1[N+](=O)[O-])NC[C@H]1OCC1